N-(1-(4-chlorophenyl)-2,2,2-trifluoroethyl)-N-ethyl-2-oxa-6-azaspiro[3.3]heptane-6-sulfonamide ClC1=CC=C(C=C1)C(C(F)(F)F)N(S(=O)(=O)N1CC2(COC2)C1)CC